(±)-(2rs,4'rs,8'rs)-2,5,7,8-tetramethyl-2-(4',8',12'-trimethyltridecyl)-6-chromanol acetate C(C)(=O)OC=1C(=C2CC[C@](OC2=C(C1C)C)(CCCC(CCCC(CCCC(C)C)C)C)C)C |r|